NCC1=CC=C(C=C1)C=1N=NC=NN1 3-(4-aminomethylphenyl)-1,2,4,5-tetrazin